tert-Butyl (3-(4-(6-((2-amino-2-oxo-1-phenylethyl)thio)-3,5-dicyano-4-cyclopropylpyridin-2-yl)piperazin-1-yl)propyl)carbamate NC(C(C1=CC=CC=C1)SC1=C(C(=C(C(=N1)N1CCN(CC1)CCCNC(OC(C)(C)C)=O)C#N)C1CC1)C#N)=O